N-(5-methylheptyl)imidodisulfuric acid disodium salt [Na+].[Na+].CC(CCCCN(S(=O)(=O)[O-])S(=O)(=O)[O-])CC